6-methyl-4-[(1-methylcyclopropyl)amino]-N-[2-(prop-2-yloxy)ethyl]furo[2,3-d]pyrimidine-5-carboxamide CC1=C(C2=C(N=CN=C2NC2(CC2)C)O1)C(=O)NCCOC(C)C